ClC1=C(C=C(C=C1)NC(=O)[C@H]1C([C@@H]1C1=CC(=C(C=C1)F)C(F)(F)F)(Cl)Cl)NC(C1=C(N=C(C=C1)F)F)=O N-(2-chloro-5-((1S,3S)-2,2-dichloro-3-(4-fluoro-3-(trifluoromethyl)phenyl)cyclopropane-1-carboxamido)phenyl)-2,6-difluoronicotinamide